O1NC=CCC1C(=O)OCC1=CC=CC=C1 benzyl oxazine-6(5H)-carboxylate